[5-(6-methoxy-1H-benzimidazol-2-yl)-1H-pyrrol-3-yl]-[2-(trifluoromethyl)phenyl]methanone COC=1C=CC2=C(NC(=N2)C2=CC(=CN2)C(=O)C2=C(C=CC=C2)C(F)(F)F)C1